BrC1=CC=NC2=C1OCC(N2CC2=CC=C(C=C2)OC)=O 8-bromo-4-(4-methoxybenzyl)-2H-pyrido[3,2-b][1,4]oxazin-3(4H)-one